(9-(3'-(4,6-diphenyl-1,3,5-triazin-2-yl)-[1,1'-biphenyl]-3-yl)-9H-carbazol-3-yl)boronic acid C1(=CC=CC=C1)C1=NC(=NC(=N1)C1=CC=CC=C1)C=1C=C(C=CC1)C1=CC(=CC=C1)N1C2=CC=CC=C2C=2C=C(C=CC12)B(O)O